CCC(C=CCCC)=O Methyl-heptenon